4-(difluoromethyl)-N-[4-fluoro-2-(4-methylpiperazin-1-yl)-5-(2-morpholin-4-ylpyrimidin-5-yl)phenyl]-6-oxo-1H-pyridine-3-carboxamide FC(C=1C(=CNC(C1)=O)C(=O)NC1=C(C=C(C(=C1)C=1C=NC(=NC1)N1CCOCC1)F)N1CCN(CC1)C)F